5-amino-3-[2-(1-cyclopropyl-6-fluoro-1,3-benzodiazol-5-yl)ethynyl]-1-[1-(prop-2-enoyl)azetidin-3-yl]Pyrazole-4-carboxamide NC1=C(C(=NN1C1CN(C1)C(C=C)=O)C#CC1=CC2=C(N(C=N2)C2CC2)C=C1F)C(=O)N